2,6-dimethylnonadecanoic acid CC(C(=O)O)CCCC(CCCCCCCCCCCCC)C